ethyl 6-((4-chlorobenzyl)oxy)-4-(piperidine-1-carbonyl)quinoline-2-carboxylate ClC1=CC=C(COC=2C=C3C(=CC(=NC3=CC2)C(=O)OCC)C(=O)N2CCCCC2)C=C1